7-chloro-1,3-dihydro-5-phenyl-2H-1,4-benzodiazepine-2-one-13C6 Cl[13C]=1C=CC2=[13C]([13C](=N[13CH2][13C](N2)=O)C2=CC=CC=C2)[13CH]1